(S)-N-(4-(3-aminopiperidin-1-yl)-5-(4-fluoro-3-methylphenyl)pyridin-2-yl)-2-(2-fluoro-6-methoxyphenyl)pyrimidin-4-amine N[C@@H]1CN(CCC1)C1=CC(=NC=C1C1=CC(=C(C=C1)F)C)NC1=NC(=NC=C1)C1=C(C=CC=C1OC)F